N1CC(C1)C1=CC=2N=NC(=CC2N1C1COC1)C1=C(C=CC=C1)O 2-(6-(azetidin-3-yl)-5-(oxetan-3-yl)-5H-pyrrolo[3,2-c]pyridazin-3-yl)phenol